8-(3-cyclopropylpiperazin-1-yl)-3-(5-(difluoromethyl)-1,3,4-thiadiazol-2-yl)-N-(1-methylcyclopropyl)imidazo[1,5-a]pyridine-6-sulfonamide formate C(=O)O.C1(CC1)C1CN(CCN1)C=1C=2N(C=C(C1)S(=O)(=O)NC1(CC1)C)C(=NC2)C=2SC(=NN2)C(F)F